(E)-1-acetyl-6-chloro-3-(3-methoxy-5-(trifluoromethyl)benzylidene)indole C(C)(=O)N1C/C(/C2=CC=C(C=C12)Cl)=C/C1=CC(=CC(=C1)C(F)(F)F)OC